(methylsulfonyl)-N-(1-methyl-1H-tetrazol-5-yl)benzamide CS(=O)(=O)C1=C(C(=O)NC2=NN=NN2C)C=CC=C1